(2S,3S)-2-(4-methoxyphenyl)-3-methyl-5-oxo-3-(m-tolyl)tetrahydrofuran-2-nitrile COC1=CC=C(C=C1)[C@@]1(OC(C[C@]1(C=1C=C(C=CC1)C)C)=O)C#N